CC=1OC2=C(C1C(=O)N[C@@H]1CNCC1)C=C(C=C2)OCC2=CC=C(C=C2)C (S)-2-methyl-5-((4-methylbenzyl)oxy)-N-(pyrrolidin-3-yl)benzofuran-3-carboxamide